(1s,4s)-N-(3-methoxy-4-methylphenyl)-4-(4-methyl-1-oxo-6-(pyrrolidin-2-ylmethylamino)isoindolin-2-yl)cyclohexanecarboxamide COC=1C=C(C=CC1C)NC(=O)C1CCC(CC1)N1C(C2=CC(=CC(=C2C1)C)NCC1NCCC1)=O